N-{[5-chloro-6-(5-methoxy-2-pyrazinyl)-2-indolyl]methyl}-1-pyrazolecarboxamide ClC=1C=C2C=C(NC2=CC1C1=NC=C(N=C1)OC)CNC(=O)N1N=CC=C1